(S)-N-(4-(4-amino-1-isopropyl-7-(1-methyl-1H-pyrazol-4-yl)-1H-pyrazolo[4,3-c]pyridin-3-yl)-2-(1-(4-fluorophenyl)ethoxy)phenyl)-1,1-difluoromethane-sulfonamide NC1=NC=C(C2=C1C(=NN2C(C)C)C2=CC(=C(C=C2)NS(=O)(=O)C(F)F)O[C@@H](C)C2=CC=C(C=C2)F)C=2C=NN(C2)C